6-(3,4-Dimethylphenyl)-N-[(1R)-1-(4-fluorophenyl)ethyl]-7-methyl-4-oxo-3-(trifluoromethyl)-4,5-dihydropyrazolo[1,5-a]pyrazine-2-carboxamide CC=1C=C(C=CC1C)C=1NC(C=2N(C1C)N=C(C2C(F)(F)F)C(=O)N[C@H](C)C2=CC=C(C=C2)F)=O